(R)-2-((R)-2,4-Dimethylpiperazin-1-yl)-N-(3-(5-fluoro-2-((2-fluoro-3-(methylsulfonyl)phenyl)amino)pyrimidin-4-yl)-1H-indol-7-yl)propanamid C[C@H]1N(CCN(C1)C)[C@@H](C(=O)NC=1C=CC=C2C(=CNC12)C1=NC(=NC=C1F)NC1=C(C(=CC=C1)S(=O)(=O)C)F)C